S1C=NC2=C1C=CC(=C2)NC2=CC=NC1=C(C=CC=C21)C2=C(C=C(C=C2)C(=O)N2CCN(CC2)C)F (4-(4-(benzo[d]thiazol-5-ylamino)quinolin-8-yl)-3-fluorophenyl)(4-methylpiperazin-1-yl)methanone